ONC(C(CC)(C)C)=O N-hydroxy-2,2-dimethylbutanamide